CC1=CC=C(C=C1)S(=O)(=O)O.C1N[C@@H](CC2=CC=CC=C12)C1=CC=CC=C1CC(=O)O (S)-(-)-1,2,3,4-tetrahydro-3-isoquinolinebenzyl-carboxylate p-toluenesulfonate